OCCCCCCCCCCCCC=C 14-hydroxy-1-tetradecene